N-(4-cyano-2,6-dimethylbenzyl)nitrosamide C(#N)C1=CC(=C(CNN=O)C(=C1)C)C